4-Methoxy-2-[4-(2'-methoxy-1-methyl-6-oxo-1,6-dihydro-[4,4']bipyridinyl-3-yl)-pyrazol-1-yl]-benzonitrile COC1=CC(=C(C#N)C=C1)N1N=CC(=C1)C1=CN(C(C=C1C1=CC(=NC=C1)OC)=O)C